FC=1C(=CC(=NC1)OC)C1=CC(=NN1)C(=O)N1C2(CC2)C[C@H](CC1)C(=O)NC=1C=NN2C1C=CC(=C2)[C@@H](C)O (S)-4-(5-(5-fluoro-2-methoxypyridin-4-yl)-1H-pyrazole-3-carbonyl)-N-(6-((R)-1-hydroxyethyl)pyrazolo[1,5-a]Pyridin-3-yl)-4-azaspiro[2.5]Octane-7-carboxamide